C(C=C)(=O)N1C[C@@H](CC1)N1C(N(C=2C=NC=CC21)C2=CC(=C(C=C2)OCC2=C(C=CC=C2)C(F)(F)F)Cl)=O (R)-1-(1-acryloylpyrrolidin-3-yl)-3-(3-chloro-4-((2-(trifluoromethyl)benzyl)oxy)phenyl)-1H-imidazo[4,5-c]pyridin-2(3H)-one